5-[5-(aminomethyl)pyrimidin-2-yl]-6-(2-methyl-6-pyridin-2-ylpyridin-4-yl)oxypyridine-2-carbonitrile NCC=1C=NC(=NC1)C=1C=CC(=NC1OC1=CC(=NC(=C1)C1=NC=CC=C1)C)C#N